tert-Butyl (4-amino-3-methylphenyl)(methyl)carbamate NC1=C(C=C(C=C1)N(C(OC(C)(C)C)=O)C)C